CC(C=COCCC=CCCCC)CCCCCCCCC 3-methyl-1-(oct-3-en-1-yloxy)dodec-1-ene